rac-6-(6-((3aR,6aS)-octahydrocyclopenta[c]pyrrole-2-carbonyl)naphthalen-1-yl)phthalazin-1(2H)-one C1N(C[C@H]2[C@@H]1CCC2)C(=O)C=2C=C1C=CC=C(C1=CC2)C=2C=C1C=NNC(C1=CC2)=O |r|